C(C)OC(CNCCCCCC(=O)OCC)=O Ethyl 6-[(2-ethoxy-2-oxoethyl)amino]hexanoate